OC[C@@H]1CN(C(O1)=O)C1=CC=C(C=C1)S(=O)(=O)N1CCN(CC1)C(=O)OC(C)(C)C Tert-butyl 4-[4-[(5s)-5-(hydroxymethyl)-2-oxo-oxazolidin-3-yl]phenyl]sulfonylpiperazine-1-carboxylate